6-(2-(1H-tetrazol-5-yl)phenyl)-N4-([1,2,4]triazolo[4,3-b]pyridazin-6-yl)-N2-benzyl-N2-isobutylpyridine-2,4-diamine N1N=NN=C1C1=C(C=CC=C1)C1=CC(=CC(=N1)N(CC(C)C)CC1=CC=CC=C1)NC=1C=CC=2N(N1)C=NN2